CC1(OB(OC1(C)C)C=1C=NN(C1)CC=1C=C(C(=O)OC)C=CC1)C methyl 3-((4-(4,4,5,5-tetramethyl-1,3,2-dioxaborolan-2-yl)-1H-pyrazol-1-yl)methyl)benzoate